FC1=C(C=CC(=C1F)OC)C1=CN=C2N1C=CN=C2NC2=CC(=C(C(=O)N1CCN(CC1)C(=O)[C@H]1NC[C@@H](C1)O)C=C2F)F (4-(4-((3-(2,3-difluoro-4-methoxy-phenyl)imidazo[1,2-a]pyrazin-8-yl)amino)-2,5-difluoro-benzoyl)piperazin-1-yl)((2S,4R)-4-hydroxy-pyrrolidin-2-yl)methanone